C(C)(C)(C)S(=O)(=O)C=1C(=CC=2N(C1)C(=CN2)C=2C=C(C=CC2)NC(OC)=O)OC methyl (3-(6-(tert-butylsulfonyl)-7-methoxyimidazo[1,2-a]pyridin-3-yl)phenyl)carbamate